6-(6-methoxy-3,4-dihydroisoquinolin-2(1H)-yl)-N-methyl-N-(piperidin-4-yl)pyridazin-3-amine COC=1C=C2CCN(CC2=CC1)C1=CC=C(N=N1)N(C1CCNCC1)C